ethyl N-cyclobutylcarbamate C1(CCC1)NC(OCC)=O